OC[C@H](C)C12CC(C1)(C2)NC(=O)C=2OC1=C(C2)C=CC=C1C1=C(C=CC=C1)OCC(F)(F)F (R)-N-[3-(2-hydroxy-1-methyl-ethyl)-1-bicyclo[1.1.1]pentanyl]-7-[2-(2,2,2-trifluoroethoxy)phenyl]benzofuran-2-carboxamide